The molecule is an organic heterotetracyclic compound that is 1,4,5,6,7,8-hexahydro-2H-3,6-ethanoazonino[5,4-b]indole in which position 5 is substituted by an ethylidene group and position 7S is substituted by a methoxycarbonyl group. It is a methyl ester, a monoterpenoid indole alkaloid, an organic heterotetracyclic compound and a bridged compound. It is a conjugate base of a (16S)-deshydroxymethyl-stemmadenine(1+). C/C=C\\1/CN2CC[C@@H]1[C@@H](C3=C(CC2)C4=CC=CC=C4N3)C(=O)OC